tert-butyl (2S,6S)-4-[2-[(1-tert-butoxycarbonylpyrrolidin-3-yl)methoxy]-7-iodo-1,3-benzothiazol-4-yl]-2,6-dimethyl-piperazine-1-carboxylate C(C)(C)(C)OC(=O)N1CC(CC1)COC=1SC2=C(N1)C(=CC=C2I)N2C[C@@H](N([C@H](C2)C)C(=O)OC(C)(C)C)C